C(C)OC(=O)C1CCNCC1 4-Piperidinic acid ethyl ester